BrC1=CC(=C(C=C1)NC=1C(=CC=CC1C)N)C N2-(4-bromo-2-methylphenyl)-3-methylbenzene-1,2-diamine